FC(C(=O)F)F difluoroacetic acid fluoride